CC(C)(C#C)OC1=CC=C(C=O)C=C1 4-(2-methyl-but-3-yn-2-yloxy)benzaldehyde